ClC=1C=NC(=NC1)C=1CNCC1 5-chloro-2-(2,5-dihydro-1H-pyrrol-3-yl)pyrimidine